α-amino-γ-butyrolactone NC1C(=O)OCC1